O1CCN(CC1)C1=NN=C(O1)[C@@]12CN(C[C@]2(C1)C(F)(F)F)C1=C2C=CC=NC2=C(C=C1)C#N 5-((1S,5R)-1-(5-morpholino-1,3,4-oxadiazol-2-yl)-5-(trifluoromethyl)-3-azabicyclo[3.1.0]hexan-3-yl)quinoline-8-carbonitrile